C1=CC2=C(C=C1Cl)N=NC3=NN=NN23 The molecule is an organic heterotricyclic compound that is tetrazolo[5,1-c][1,2,4]benzotriazine substituted at position 7 by a chloro group. An antifungal and chemosensitising agent that induces oxidative stress in yeast and filamentous fungi and enhances the cytotoxic activity of 5-fluorocytosine and azole antimycotics. It has a role as an antifungal agent. It is an organic heterotricyclic compound and an organochlorine compound.